FC1=CC=C(C(C(=O)O)=C1)N 5-fluoroanthranilic acid